iron bis(iminopyridine) N=C1NC=CC=C1.N=C1NC=CC=C1.[Fe]